N-(2-(4-(7-(1H-imidazol-4-yl)-3-isopropyl-4-oxo-3,4-dihydroimidazo[2,1-f][1,2,4]triazin-2-yl)-1H-pyrazol-1-yl)ethyl)-N-methylpivalamide N1C=NC(=C1)C1=CN=C2C(N(C(=NN21)C=2C=NN(C2)CCN(C(C(C)(C)C)=O)C)C(C)C)=O